The molecule is a methyl ketone that is 2-phenylethan-1-amine in which one of the hydrogen's of the amino group is substituted by a 3-oxobutan-2-yl group. It is a volatile organic compound produced by the skin bacterium, S.schleiferi. It has a role as a bacterial metabolite and an antibacterial agent. It is a secondary amino compound, a methyl ketone, a member of benzenes and a volatile organic compound. It is a conjugate base of a 3-(phenethylamino)-butan-2-one(1+). CC(C(=O)C)NCCC1=CC=CC=C1